NC1=CC=2C3=C(C(N(C2C=C1)C)=O)C(OCC(N3)C3CC3)=O 10-amino-2-cyclopropyl-7-methyl-2,3-dihydro-[1,4]oxazepino[6,5-c]quinoline-5,6(1H,7H)-dione